thiazole-carboxamide S1C(=NC=C1)C(=O)N